(2R)-1-[(4aR,8aS)-3,4,4a,5,6,7,8,8a-Octahydro-2H-quinolin-1-yl]-2-[cyclopropyl-[(2,4-dimethoxyphenyl)methyl]amino]-3-(dimethylamino)propan-1-one N1(CCC[C@H]2CCCC[C@H]12)C([C@@H](CN(C)C)N(CC1=C(C=C(C=C1)OC)OC)C1CC1)=O